C(C=C)N(C=1C(=CC2=C(OCO2)C1)SC=1N(C2=NC=NC(=C2N1)N)CCBr)C 8-[[6-[allyl(methyl)amino]-1,3-benzodioxol-5-yl]sulfanyl]-9-(2-bromoethyl)purin-6-amine